OC[C@H](C1=CC=CC=C1)NC(OC(C)(C)C)=O Tert-butyl (1S)-2-hydroxy-1-phenylethylcarbamate